C(C)C1=CNC2=NC=C(C=C21)C=2C=CC(=C(C2)P(C)(C)=O)C(F)(F)F (5-(3-Ethyl-1H-pyrrolo[2,3-b]pyridin-5-yl)-2-(trifluoromethyl)phenyl)dimethylphosphine oxide